C(C)(C)(C)OC(=O)N1CCC(CC1)(O)CC1=C(C=CC(=C1)F)F.C(C)(C)(C)N1CCC(CC1)N1C2=C(N(C(C1=O)=O)C)C=C(C=N2)C tert-Butyl-4-(1,7-dimethyl-2,3-dioxo-2,3-dihydropyrido[2,3-b]pyrazin-4(1H)-yl)piperidin tert-butyl-4-[(2,5-difluorophenyl)methyl]-4-hydroxy-piperidine-1-carboxylate